ClC=1C=C(C=C(C1OCC1(CC1)O)F)C(C(CC(=O)OC)C)=O methyl 4-{3-chloro-5-fluoro-4-[(1-hydroxycyclopropyl) methoxy] phenyl}-3-methyl-4-oxobutanoate